6-(4-chlorophenyl)-3-(3-hydroxycyclohexyl)-8-(pyridin-3-yl)pyrido[3,4-d]pyrimidin-4(3H)-one ClC1=CC=C(C=C1)C1=CC2=C(N=CN(C2=O)C2CC(CCC2)O)C(=N1)C=1C=NC=CC1